Cl.NCCCN(CCCCCN)C1=CC(=CC(=C1)OCC(CCCC)CC)OCC(CCCC)CC N1-(3-aminopropyl)-N1-(3,5-bis((2-ethylhexyl)oxy)phenyl)pentane-1,5-diamine hydrochloride